[Ir](Cl)(Cl)Cl.C1=CCCCCCC1 (Cyclooctene) Iridium chloride